C(\C=C/C(=O)O)(=O)O.C(CC)N N-propylamine maleate